(2S,4r)-1-((S)-2-(2-chloroacetamido)-3,3-dimethylbutyryl)-4-hydroxy-N-(4-(4-methylthiazol-5-yl)benzyl)pyrrolidine-2-carboxamide ClCC(=O)N[C@H](C(=O)N1[C@@H](C[C@H](C1)O)C(=O)NCC1=CC=C(C=C1)C1=C(N=CS1)C)C(C)(C)C